C(C)(C)(C)N1CCN(CC1)C=1SC2=C(N1)C=CC(=C2)C(=O)N[C@H]2CCOC1=CC=CC=C21 (S)-2-(4-(tert-butyl)piperazin-1-yl)-N-(chroman-4-yl)benzo[d]thiazole-6-carboxamide